NC(/C=C/C1=CC=2C(=NC=CC2S1)N([C@H]1CN(CCC1)C(=O)OC(C)(C)C)C(C1=C(C=C(C=C1)N1N=NC=2C1=NC=CC2)F)=O)=O tert-butyl (3R)-3-[[2-[(E)-3-amino-3-oxo-prop-1-enyl]thieno[3,2-c]pyridin-4-yl]-[2-fluoro-4-(triazolo[4,5-b]pyridin-3-yl)benzoyl]amino]piperidine-1-carboxylate